((2R,3R,4R)-3-(benzyloxy)-4-fluoro-4-methyl-5-oxotetrahydrofuran-2-yl) methylbenzoate CC1=C(C(=O)O[C@@H]2OC([C@]([C@@H]2OCC2=CC=CC=C2)(C)F)=O)C=CC=C1